N-(2-((1H-Imidazol-1-yl)methyl)benzyl)-N-(2-oxo-2-((2'-oxo-1,1',2',3-tetrahydrospiro[indene-2,3'-pyrrolo[2,3-b]pyridin]-5-yl)amino)ethyl)pivalamide N1(C=NC=C1)CC1=C(CN(C(C(C)(C)C)=O)CC(NC=2C=C3CC4(C(NC5=NC=CC=C54)=O)CC3=CC2)=O)C=CC=C1